ClC1=NC(=C2N=CN(C2=N1)C1OCCCC1)OC1CCCCC1 2-chloro-6-(cyclohexyloxy)-9-tetrahydropyran-2-yl-purine